5-Amino-4-methylpentan-1-ol NCC(CCCO)C